ClC1=C(C=CC=C1)[C@@H]([C@H](C)C=1N(C(C(=C(N1)C(=O)NC=1C=NOC1)O)=O)C)N1N=CC=C1 2-((1r,2s)-1-(2-chlorophenyl)-1-(1H-pyrazol-1-yl)propan-2-yl)-5-hydroxy-N-(isoxazol-4-yl)-1-methyl-6-oxo-1,6-dihydropyrimidine-4-carboxamide